BrC=1C=C(C=CC1O)C(C)(C1=CC=CC=C1)C1=CC(=C(C=C1)O)Br 1,1-bis(3'-bromo-4'-hydroxyphenyl)-1-phenylethane